Benzyl (4S)-4-[(2S)-3-(benzyloxy)-2-decanamidopropanamido]-2,2,6-trimethyl-3-oxoheptanoate C(C1=CC=CC=C1)OC[C@@H](C(=O)N[C@H](C(C(C(=O)OCC1=CC=CC=C1)(C)C)=O)CC(C)C)NC(CCCCCCCCC)=O